C(C)(=O)OC1=C(C=C(N)C=C1C(C)(C)C)C(C)(C)C 4-acetoxy-3,5-di-tert-butylaniline